3-(3-(2-((4-fluorophenethyl)amino)-2-phenylacetyl)-1H-indol-6-yl)propanoic acid FC1=CC=C(CCNC(C(=O)C2=CNC3=CC(=CC=C23)CCC(=O)O)C2=CC=CC=C2)C=C1